4-(2-Amino-2-methylpropanoyl)-N-(1-(4-((((1S,3S)-3-aminocyclopentyl)(methyl)amino)methyl)phenyl)-2-oxo-1,2-dihydropyrimidin-4-yl)piperazine-1-carboxamide hydrochloride salt Cl.NC(C(=O)N1CCN(CC1)C(=O)NC1=NC(N(C=C1)C1=CC=C(C=C1)CN(C)[C@@H]1C[C@H](CC1)N)=O)(C)C